5-CHLORO-4-FLUOROINDOLE-3-CARBOXALDEHYDE ClC=1C(=C2C(=CNC2=CC1)C=O)F